N-(thiolan-3-yl)amidosulfuric acid S1CC(CC1)NS(O)(=O)=O